6-((8-Azabicyclo[3.2.1]octan-3-yl)oxy)-N-(2-fluoro-3-methyl-4-((1-methyl-1H-benzo[d]imidazol-5-yl)oxy)phenyl)pyrido[3,4-d]pyrimidin-4-amine C12CC(CC(CC1)N2)OC2=CC1=C(N=CN=C1NC1=C(C(=C(C=C1)OC1=CC3=C(N(C=N3)C)C=C1)C)F)C=N2